ethyl 2-[(4-cyano-2,3-difluorophenyl)carbamoyl]-3,3,3-trifluoro-2-hydroxy-propionate C(#N)C1=C(C(=C(C=C1)NC(=O)C(C(=O)OCC)(C(F)(F)F)O)F)F